CCCC cis-trans-butane